OC1CCN(CC1)C1=NC=C(C=C1NC(=O)C1=NC=CC(=C1)C=1C=NNC1)C(F)(F)F N-[2-(4-hydroxy-1-piperidyl)-5-(trifluoromethyl)-3-pyridyl]-4-(1H-pyrazol-4-yl)pyridine-2-carboxamide